O=N[C@@H](CCC(N)=O)C(=O)O oxoglutaminic acid